4-(N,N-dimethylamino)butanoic acid (dioleyl)methyl ester C(CCCCCCC\C=C/CCCCCCCC)C(CCCCCCCC\C=C/CCCCCCCC)OC(CCCN(C)C)=O